C(C)(C)(C)OC(=O)N1CCC(CC1)C1=NC2=C(C=C(C=C2C(N1)=O)Br)C 4-(6-bromo-8-methyl-4-oxo-3,4-dihydro-quinazolin-2-yl)piperidine-1-carboxylic acid tert-butyl ester